10H-phenothiazine-3,7-dicarboxylic acid C1=CC(=CC=2SC3=CC(=CC=C3NC12)C(=O)O)C(=O)O